FC1=CC=C(C=C1)[C@H]1[C@@H](C1)CNC(=O)C=1C=C(C=NC1OC)C1=CC=C2C(=NNC2=C1)C(=O)NC 6-[5-({[(1r,2r)-2-(4-fluorophenyl)cyclopropyl]methyl}carbamoyl)-6-methoxypyridin-3-yl]-N-methyl-1H-indazole-3-carboxamide